FC1=C(C=CC=C1CN1C(OC2=C(C1)C=CC(=C2F)OCC2=CC=C(C=C2)OC)=O)NC(OC(C)(C)C)=O tert-butyl N-[2-fluoro-3-({8-fluoro-7-[(4-methoxyphenyl)methoxy]-2-oxo-3,4-dihydro-2H-1,3-benzoxazin-3-yl}methyl)phenyl]carbamate